TrimethylolPropane Tetra(2-Ethyl Hexanate) C(C)C(C(=O)O)CCCC.C(C)C(C(=O)O)CCCC.C(C)C(C(=O)O)CCCC.C(C)C(C(=O)O)CCCC.C(O)C(CC)(CO)CO